Cl.OC=1C=CC(=NC1/C=N/O)CCCCN1CCN(CC1)C(=O)OC(C)(C)C tert-butyl (E)-4-(4-(5-hydroxy-6-((hydroxyimino)methyl)pyridin-2-yl)butyl)piperazine-1-carboxylate hydrochloride